C(C)OC1=C(C=C(C=C1)/C=C/C(=O)NN)OC (E)-3-(4-ethoxy-3-methoxyphenyl)propenohydrazide